FC=1C(=NNC1OCC1=CC=C(C=C1)C(N)=N)C1N(CC1)C(CN1CCOCC1)=O 4-{[(4-fluoro-3-{1-[2-(morpholin-4-yl)acetyl]azetidin-2-yl}-1H-pyrazol-5-yl)oxy]methyl}benzene-1-carboximidamide